C(C)(=O)N[C@H]1[C@@H](SCCNC(C)=O)O[C@@H]([C@H]([C@@H]1O)OCCC(=O)O)COS(=O)(=O)[O-] Acetamidoethyl 2-acetamido-4-O-carboxyethyl-2-deoxy-6-O-sulfonato-1-thio-α-D-glucopyranoside